C[S+](C1=CC=C(C2=CC=CC(=C12)O)O)C dimethyl-4,8-dihydroxynaphthylsulfonium